(1R)-1-[4-Ethoxy-3-(1-methylpyrazol-4-yl)phenyl]ethanamine hydrochloride salt Cl.C(C)OC1=C(C=C(C=C1)[C@@H](C)N)C=1C=NN(C1)C